NC=1C(=C(C=CC1)C1=NC=C(C(=C1)N1C(C(=C(C=C1C)[C@@H]1[C@H](C1)C1=CC=C(C=C1)F)Cl)=O)C)F 1-[2-(3-amino-2-fluoro-phenyl)-5-methyl-4-pyridyl]-3-chloro-4-[(1S,2S)-2-(4-fluorophenyl)cyclopropyl]-6-methyl-pyridin-2-one